6-(3-Fluoro-4-isopropoxyphenyl)quinolin FC=1C=C(C=CC1OC(C)C)C=1C=C2C=CC=NC2=CC1